C(=C)OC=C MonoVinyl ether